4-(6-chloropyrazin-2-yl)pyridazine ClC1=CN=CC(=N1)C1=CN=NC=C1